(S)-3-(2-(6-methylpyridin-3-yl)pyrrolidin-1-yl)propionitrile CC1=CC=C(C=N1)[C@H]1N(CCC1)CCC#N